C(C)(C)(C)OC(=O)NC1CC2(C1)CC(C2)C(=O)O 2-(tert-Butoxycarbonylamino)spiro[3.3]Heptane-6-carboxylic acid